N-(4-fluoropyrrolidin-3-yl)-6-methyl-4-[8-(trifluoromethyl)-5-quinolyl]morpholine-2-carboxamide cerium-iron-tin [Sn].[Fe].[Ce].FC1C(CNC1)NC(=O)C1CN(CC(O1)C)C1=C2C=CC=NC2=C(C=C1)C(F)(F)F